C(C1=CC=C(N(CC2CO2)CC2CO2)C=C1)C1=CC=C(N(CC2CO2)CC2CO2)C=C1 4,4'-methylenebis[N,N-bis(2,3-epoxypropyl)aniline]